C(C)OC(=O)C=1N=C2SC(=NN2C1)NC(C1=CN=C(C=C1C1=C(C=CC=C1)OC)C)=O.C(=CC)C1=C(C=CC=C1)OC1=CC=CC=C1 o-propenyl-phenoxybenzene ethyl-2-(4-(2-methoxyphenyl)-6-methylnicotinamido)imidazo[2,1-b][1,3,4]thiadiazole-6-carboxylate